3,3-difluoro-5-(2-methyl-6-{1-methyl-5-[(oxetan-2-yloxy)methyl]-1H-1,2,3-triazol-4-yl}pyridin-3-yl)piperidine-1-carboxylic acid tert-butyl ester C(C)(C)(C)OC(=O)N1CC(CC(C1)C=1C(=NC(=CC1)C=1N=NN(C1COC1OCC1)C)C)(F)F